ClC1=C2C(N(C(NC2=C(C=C1)S(=O)(=O)C1=CC(=C2C=NN(C2=C1)C1=CNC=C1)F)=O)O)=O 5-chloro-8-((4-fluoro-1-(1H-pyrrol-3-yl)-1H-indazol-6-yl)sulfonyl)-3-hydroxyquinazoline-2,4(1H,3H)-dione